(3-Bromo-2-chloro-5-fluoro-6-methyl-4-pyridinyl)-trimethyl-silane BrC=1C(=NC(=C(C1[Si](C)(C)C)F)C)Cl